C(CCCCCCCCCCC)SC(=O)SC(C(=O)O)(C)C 2-(dodecylmercaptocarbonylthio)-isobutyric acid